N-(6-(5-chloro-6-fluoro-7-(2-methyl-1H-imidazol-5-yl)-1H-indazol-4-yl)imidazo[1,2-a]pyrazin-2-yl)-2-fluorocyclopropane-1-carboxamide ClC=1C(=C2C=NNC2=C(C1F)C1=CN=C(N1)C)C=1N=CC=2N(C1)C=C(N2)NC(=O)C2C(C2)F